3,4-dimethyl-1-{[6-(2-methylpropyl)-5-(trifluoromethyl)(2-pyridyl)]amino}azoline-2,5-dione CC=1C(N(C(C1C)=O)NC1=NC(=C(C=C1)C(F)(F)F)CC(C)C)=O